C(C)(C)(C)OC(=O)N[C@H](C(C1=CC=CC=C1)C1=CC=CC=C1)C(=O)O N-(tert-Butoxycarbonyl)-β-phenyl-D-phenylalanine